N,N'-methyleneBis-stearic acid amide C(NC(CCCCCCCCCCCCCCCCC)=O)NC(CCCCCCCCCCCCCCCCC)=O